ClC=1C=C(C=CC1C=1N(C2=NC=NC(=C2N1)OC1(CC1)C)CC1=CC(=CC=C1)Cl)CCC(C(=O)O)C 4-(3-chloro-4-(9-(3-chlorobenzyl)-6-(1-methylcyclopropoxy)-9H-purin-8-yl)phenyl)-2-methylbutanoic acid